C(#N)C1=C(C=C(C=C1)N1C(N(C2(CCC2)C1=O)C1=CC=C(C=C1)CCCC(=O)O)=S)C(F)(F)F 4-{4-[7-(4-cyano-3-trifluoromethylphenyl)-8-oxo-6-thioxo-5,7-diaza-spiro[3.4]oct-5-yl]-phenyl}-butyric acid